C(#N)C1=CC=C(C=C1)C(CN[C@H](C(=O)NC1=NC=C(C=C1)C1=NOC(=N1)C)C1=CC=CC=C1)C (S)-2-((2-(4-cyano-phenyl)propyl)-amino)-N-(5-(5-methyl-1,2,4-oxadiazol-3-yl)-pyridin-2-yl)-2-phenylacetamide